FC1=C(C=CC=C1)N1C(C2=CC(=C(C(=C2C1)C)C)CC1=CC=C(C=C1)N1N=CC=C1)=O 2-(2-fluorophenyl)-4,5-dimethyl-6-(4-(1H-pyrazol-1-yl)benzyl)isoindolin-1-one